(S)-N-((S)-1-(4-chloropyridin-2-yl)but-3-en-1-yl)-2-methylpropan-2-sulfinamide ClC1=CC(=NC=C1)[C@H](CC=C)N[S@@](=O)C(C)(C)C